Cl.CC=1N=C2N(N=C(C=C2C)C2=CC3=C(N=C(S3)C3CCNCC3)C=C2)C1 2,8-dimethyl-6-[2-(piperidin-4-yl)-1,3-benzothiazol-6-yl]imidazo[1,2-b]pyridazine hydrochloride